5-oxo-5-(pyridin-3-yl)pentanamide tert-butyl-(R or S)-3-(6-chloro-2-(3-(dimethylamino)azetidin-1-yl)-8-fluoro-7-(3-hydroxynaphthalen-1-yl)quinazolin-4-yl)azetidine-1-carboxylate C(C)(C)(C)OC(=O)N1CC(C1)C1=NC(=NC2=C(C(=C(C=C12)Cl)C1=CC(=CC2=CC=CC=C12)O)F)N1CC(C1)N(C)C.O=C(CCCC(=O)N)C=1C=NC=CC1